C=1(O)C(O)=CC(=CC1)N p-catecholamine